benzyl (4S)-3-t-butoxycarbonyl-2-oxo-1,2,3-oxathiazinane-4-carboxylate C(C)(C)(C)OC(=O)N1S(OCC[C@H]1C(=O)OCC1=CC=CC=C1)=O